1,2-dioctadecyloxy-3-methyl-ammoniopropane C(CCCCCCCCCCCCCCCCC)OC(C(CC)OCCCCCCCCCCCCCCCCCC)[NH3+]